ClC1=NN2C(C(=N1)NC=1N=CN(C1)C1=CC=C(C=C1)Cl)=CC=C2 2-chloro-N-(1-(4-chlorophenyl)-1H-imidazol-4-yl)pyrrolo[2,1-f][1,2,4]triazin-4-amine